CC1=NC=C(C(=N1)C)CC1CCC(CC1)C(=O)O 4-[(2,4-dimethylpyrimidin-5-yl)methyl]cyclohexanecarboxylic acid